2-[2-[4-(dimethylamino)phenyl]ethenyl]-3-hydroxy-4H-chromen-4-one CN(C1=CC=C(C=C1)C=CC=1OC2=CC=CC=C2C(C1O)=O)C